3-methoxy-N-(4-(trifluoromethyl)pyridin-2-yl)-benzamid COC=1C=C(C(=O)NC2=NC=CC(=C2)C(F)(F)F)C=CC1